COC(=O)C1=NC(=NC(=C1)NC1CCN(CC1)C1=NC=NC=C1)N1CCCCC1 2-(piperidin-1-yl)-6-((1-(pyrimidin-4-yl)piperidin-4-yl)amino)pyrimidine-4-carboxylic acid methyl ester